2-(methoxymethyl)-7-(3-(4-methoxypyridin-3-yl)-7,8-dihydro-1,6-naphthyridin-6(5H)-yl)-8-methyl-4H-pyrimido[1,2-b]pyridazin-4-one COCC=1N=C2N(N=C(C(=C2)C)N2CC=3C=C(C=NC3CC2)C=2C=NC=CC2OC)C(C1)=O